N1=NC(=CC=C1)C1=NN2C(=NC=3C=CC=CC3C2=N1)N[C@@]1(C(NC=CC=C1)=O)C=O (3R)-3-{[2-(pyridazin-3-yl)[1,2,4]triazolo[1,5-c]quinazolin-5-yl]amino}azepin-2-oneAl